O1N=NC(=C1)C(=O)N oxazazolamide